tert-butyl (1-(4-(benzyloxy)-6-(4-cyano-3-fluorophenyl)-5-(3-fluoro-4-methoxyphenyl)pyridin-2-yl)piperidin-4-yl)carbamate C(C1=CC=CC=C1)OC1=CC(=NC(=C1C1=CC(=C(C=C1)OC)F)C1=CC(=C(C=C1)C#N)F)N1CCC(CC1)NC(OC(C)(C)C)=O